N1=CC(=CC2=CC=CC=C12)C=O 1,1-naphthyridine-3-formaldehyde